C(=O)(O)[NH-] (carboxyl)amide